1-[2-[4-(methylamino)-1-piperidinyl]ethyl]-3-iodo-pyrazolo[3,4-d]pyrimidin-4-amine CNC1CCN(CC1)CCN1N=C(C=2C1=NC=NC2N)I